(2-chloro-4-((piperidin-4-ylmethyl)amino)phenyl)-2-hydroxybenzamide ClC1=C(C=CC(=C1)NCC1CCNCC1)C=1C(=C(C(=O)N)C=CC1)O